(R)-7-(3-(2-(5-tosyl-5H-pyrrolo[2,3-b]pyrazin-7-yl)thiazol-4-yl)phenyl)-7H-pyrrolo[1,2-a]imidazol S(=O)(=O)(C1=CC=C(C)C=C1)N1C=C(C=2C1=NC=CN2)C=2SC=C(N2)C=2C=C(C=CC2)[C@H]2C=CN1C2=NC=C1